tert-butyl 2-((4-methyl-3-((1-(naphthalen-1-yl)cyclopropyl)carbamoyl) phenoxy)methyl)piperidine-1-carboxylate CC1=C(C=C(OCC2N(CCCC2)C(=O)OC(C)(C)C)C=C1)C(NC1(CC1)C1=CC=CC2=CC=CC=C12)=O